FC=1C(=NC(=NC1)NC1=CC=C(C=N1)CN1CCN(CC1)CC1CCN(CC1)C1=CC=C(C(=O)N)C=C1)C=1C=C(C2=C(N(C(=N2)C)C(C)C)C1)F 4-(4-((4-((6-((5-fluoro-4-(4-fluoro-1-isopropyl-2-methyl-1H-benzo[d]imidazol-6-yl)pyrimidin-2-yl)amino)pyridin-3-yl)methyl)piperazin-1-yl)methyl)piperidin-1-yl)benzamide